tert-butyl O2-methyl (2S,5S)-5-hydroxypiperidine-1,2-dicarboxylate O[C@H]1CC[C@H](N(C1)C(=O)OC(C)(C)C)C(=O)OC